methyl 2-(2-(6-(3-hydroxyprop-1-yn-1-yl)-2-methylpyridin-3-yl)tetrahydro-2H-pyran-4-yl)acetate OCC#CC1=CC=C(C(=N1)C)C1OCCC(C1)CC(=O)OC